7-isopropoxy-2-(1-methyl-2-oxabicyclo[2.2.1]heptan-4-yl)-N-(pyrazolo[1,5-a]pyrimidin-3-yl)imidazo[1,2-a]pyridine-6-carboxamide C(C)(C)OC1=CC=2N(C=C1C(=O)NC=1C=NN3C1N=CC=C3)C=C(N2)C23COC(CC2)(C3)C